1-[5-fluoro-1-methyl-6-(4-oxo-1-piperidyl)indazol-3-yl]hexahydropyrimidine-2,4-dione FC=1C=C2C(=NN(C2=CC1N1CCC(CC1)=O)C)N1C(NC(CC1)=O)=O